2-[3-Bromo-2-[3,5-dimethyl-4-oxo-6-(trifluoromethyl)imidazo[4,5-c]pyridin-2-yl]pyrazolo[1,5-a]pyridine-6-yl]cyclopropanecarbonitrile BrC=1C(=NN2C1C=CC(=C2)C2C(C2)C#N)C2=NC1=C(C(N(C(=C1)C(F)(F)F)C)=O)N2C